C(CCC)N1C(=NC2=C1C=CC=C2)CCN 2-(1-butyl-1H-benzo[d]imidazol-2-yl)ethan-1-amine